NCC1=NNC(C2=C(C=C(C=C12)C=1C=NN(C1C1=C(C#N)C(=CC(=C1F)Cl)OC1CC1)C)OC(F)F)=O 2-(4-(4-(aminomethyl)-8-(difluoromethoxy)-1-oxo-1,2-dihydrophthalazin-6-yl)-1-methyl-1H-Pyrazol-5-yl)-4-chloro-6-cyclopropoxy-3-fluorobenzonitrile